propane-2-sulfonamide CC(C)S(=O)(=O)N